6-(4,6-Dichloro-5-methylaminopyridin-2-yl)-N2,N4-bis((R)-1,1,1-trifluoropropan-2-yl)-1,3,5-triazine-2,4-diamine ClC1=CC(=NC(=C1NC)Cl)C1=NC(=NC(=N1)N[C@@H](C(F)(F)F)C)N[C@@H](C(F)(F)F)C